[Br-].[Br-].C=1(C(=CC=CC1)CN1C=[NH+]C2=C1C=CC=C2)CN2C=[NH+]C1=C2C=CC=C1 3,3'-(1,2-xylylene)dibenzimidazolium dibromide